C1[C@H]2[C@@H]([C@@H](S1)CCCNC(=O)O)NC(=O)N2 azabiotin